6-(2-{[(1r,3s,5s)-1,5-dimethyl-8-azabicyclo[3.2.1]oct-3-yl](methyl)amino}[1,3]thiazolo[4,5-c]pyridin-6-yl)-2-methylimidazo[1,2-a]pyridine-8-carbonitrile C[C@]12CC(C[C@](CC1)(N2)C)N(C=2SC1=C(C=NC(=C1)C=1C=C(C=3N(C1)C=C(N3)C)C#N)N2)C